C1=CC=CC=2C3=CC=CC=C3C(C12)COC(=O)N[C@H](CN(CC(=O)O)S(=O)(=O)C)C (S)-N-(2-((((9H-fluoren-9-yl)methoxy)carbonyl)amino)propyl)-N-(methylsulfonyl)glycine